N1CC(C1)CC1=CN=C(S1)[C@H]1N([C@@H](CC2=C1NC1=CC=CC=C21)C)CC(F)F 5-(Azetidin-3-ylmethyl)-2-((1S,3R)-2-(2,2-difluoroethyl)-3-methyl-2,3,4,9-tetrahydro-1H-pyrido[3,4-b]indol-1-yl)thiazole